benzofuran-carboxylic acid O1C(=CC2=C1C=CC=C2)C(=O)O